N(=C=O)[C@H](C(=O)OCCC)COC(C)(C)C propyl (S)-2-isocyanato-3-t-butoxypropionate